C[Si](OCC)(OCC)CCCOCC1CO1 methyl-(3-glycidoxypropyl)diethoxysilane